C(OCCN=C=O)(OCCN=C=O)=O bis(2-Isocyanatoethyl) carbonate